di(3,5-dicarboxyphenyl)hydroxymethane C(=O)(O)C=1C=C(C=C(C1)C(=O)O)C(O)C1=CC(=CC(=C1)C(=O)O)C(=O)O